C1(CC1)CNC1=NC=CC(=C1)C=1OC=C(N1)C(=O)NC=1C(=NN(C1)C1=CC=C(C=C1)C=O)C(F)F 2-[2-(Cyclopropylmethylamino)-4-pyridyl]-N-[3-(difluoromethyl)-1-(4-formylphenyl)pyrazol-4-yl]oxazole-4-carboxamide